COCCN1CC2=C(CC1)NN=C2C(=O)N2CCC(CC2)C2=C(C=CC=C2)C(F)(F)F (5-(2-methoxyethyl)-4,5,6,7-tetrahydro-1H-pyrazolo[4,3-c]pyridin-3-yl)(4-(2-(trifluoromethyl)phenyl)piperidin-1-yl)methanone